6-[(3R)-3-methylmorpholin-4-yl]-2H-pyrazolo[3,4-b]Pyridin-3-one C[C@H]1N(CCOC1)C1=CC=C2C(=N1)NNC2=O